C(#N)C=1N=CC(=NC1)NC=1N=CN(C1)C1=CC=C(C=C1)N1CC(CC1)[N+](C)(C)[O-] 1-(4-(4-((5-Cyanopyrazin-2-yl)amino)-1H-imidazol-1-yl)phenyl)-N,N-dimethylpyrrolidin-3-amine oxide